5,6-diphenoxy-4,7-bis[5-(2,6-dimethylphenyl)-2-thienyl]-benzo-[c]-1,2,5-thiadiazole O(C1=CC=CC=C1)C1=C(C=2C(=NSN2)C(=C1OC1=CC=CC=C1)C=1SC(=CC1)C1=C(C=CC=C1C)C)C=1SC(=CC1)C1=C(C=CC=C1C)C